4-((4-bromophenyl)sulfonyl)benzonitrile BrC1=CC=C(C=C1)S(=O)(=O)C1=CC=C(C#N)C=C1